L-1,4-dihydroxy-2-naphthoic acid OC1=C(C=C(C2=CC=CC=C12)O)C(=O)O